butyl (S)-3-(2-(acetylthio)acetamido)-pyrrolidine-1-carboxylate C(C)(=O)SCC(=O)N[C@@H]1CN(CC1)C(=O)OCCCC